tert-butyl 1-oxo-1-(2-(2,2,2-trifluoroacetyl)hydrazinyl)propan-2-ylcarbamate O=C(C(C)NC(OC(C)(C)C)=O)NNC(C(F)(F)F)=O